6-methyl-2,3-dihydrobenzo[b][1,4]dioxine-5,8-diol CC1=C(C2=C(OCCO2)C(=C1)O)O